CCOC(CN1CCN(CC1)CC(C)C(=O)C2=CC=CC=C2)C3=CC=CC=C3.Cl.Cl The molecule is a hydrochloride obtained by combining eprazinone with two molar equivalents of hydrochloric acid. It has a role as a mucolytic. It contains an eprazinone(2+).